[NH+]1=C2N(CC=C1)C=CC=C2 4H-pyrido[1,2-a]pyrimidin-1-ium